FC1(CC(C1)CC(=O)NC1=C(C(=NN1C=1SC=CN1)C1CC(C1)(F)F)C)F 2-(3,3-difluorocyclobutyl)-N-(3-(3,3-difluorocyclobutyl)-4-methyl-1-(thiazol-2-yl)-1H-pyrazol-5-yl)acetamide